(3R*,4R*)-1-Cyclohexyl-4-{[5-(2,4-difluoro-phenyl)-isoxazole-3-carbonyl]-amino}-piperidine-3-carboxylic acid (2-m-tolyl-ethyl)-amide C1(=CC(=CC=C1)CCNC(=O)[C@@H]1CN(CC[C@H]1NC(=O)C1=NOC(=C1)C1=C(C=C(C=C1)F)F)C1CCCCC1)C |o1:11,16|